FC(C=1C=C(C=C(C1)C(F)(F)F)C1=CC=2C(N(C(C3=CC(=C4C(C23)=C1OC1=CC=CC=C14)C1=CC(=CC(=C1)C(F)(F)F)C(F)(F)F)=O)C1=CC=C(C=C1)CC(=O)OC=1C=C(C(=C(C1)C1=CC(=CC(=C1)C(C)(C)C)C(C)(C)C)C=O)C1=CC(=CC(=C1)C(C)(C)C)C(C)(C)C)=O)(F)F 3,3'',5,5''-tetra-tert-butyl-2'-formyl-[1,1':3',1''-terphenyl]-5'-yl 2-(4-(5,11-bis(3,5-bis(trifluoromethyl)phenyl)-1,3-dioxo-1H-xantheno[2,1,9-def]isoquinolin-2(3H)-yl)phenyl)acetate